FC1(CN(CC1)C1=NC=CC(=C1NC(=O)C=1C=NC(=NC1)C(C)C)C=1C(=C2C=NNC2=CC1)F)F N-(2-(3,3-difluoropyrrolidin-1-yl)-4-(4-fluoro-1H-indazol-5-yl)pyridin-3-yl)-2-isopropylpyrimidine-5-carboxamide